Butyl (S)-1-((2-(((S)-6-((tert-butoxycarbonyl)(4,4-difluorocyclohexyl)amino)hexan-2-yl)oxy)-4-methylphenyl)sulfonyl)piperidine-2-carboxylate C(C)(C)(C)OC(=O)N(CCCC[C@H](C)OC1=C(C=CC(=C1)C)S(=O)(=O)N1[C@@H](CCCC1)C(=O)OCCCC)C1CCC(CC1)(F)F